3-(5,6-Difluoro-1-oxoisoindol-2-yl)piperidine-2,6-dione FC=1C=C2CN(C(C2=CC1F)=O)C1C(NC(CC1)=O)=O